N1C=CC2=C(C=CC=C12)C(C)=O 1-(1H-indol-4-yl)ethanone